CS(=O)(=O)O.N[C@H](C#N)C[C@H]1C(NCC1)=O (2S)-2-amino-3-((3S)-2-oxo-pyrrolidin-3-yl)propionitrile methanesulfonate